C(C1=CC=CC=C1)NC(=O)C(=O)NCC1=CC=CC=C1 N,N'-dibenzyloxamide